2,5-dihydro-4H-pyrrolo[3,4-c]pyridin-4-one C=1NC=C2C(NC=CC21)=O